2-bromo-5-methylpyridin-3-yl 2,4,6-tri-O-acetyl-3-azido-3-deoxy-1-thio-α-D-galactopyranoside C(C)(=O)O[C@H]1[C@@H](SC=2C(=NC=C(C2)C)Br)O[C@@H]([C@@H]([C@@H]1N=[N+]=[N-])OC(C)=O)COC(C)=O